(R)-2-(5-(6',8'-dihydrospiro[chroman-4,9'-pyrido[3',2':4,5]imidazo[2,1-c][1,4]oxazin]-2'-yl)pyrimidin-2-yl)propan-2-ol N1=C(C=CC=2N=C3COC[C@@]4(N3C21)CCOC2=CC=CC=C24)C=2C=NC(=NC2)C(C)(C)O